tert-butyl (R)-(piperidine-3-ylmethyl)carbamate N1C[C@@H](CCC1)CNC(OC(C)(C)C)=O